C[C@H]1N(CCN(C1)C1=NC=CC=C1)C1=NC=NC2=CC=C(C=C12)C1=CC(=NC=C1)N (R)-4-(4-(2-methyl-4-(pyridin-2-yl)piperazin-1-yl)quinazolin-6-yl)pyridin-2-amine